7-chloro-1-cyclopropyl-6-fluoro-3-({[(3S)-1-(6-methylpyridin-3-yl)piperidin-3-yl][(2-methylpyridin-4-yl)methyl]amino}methyl)-1,4-dihydroquinolin-4-one ClC1=C(C=C2C(C(=CN(C2=C1)C1CC1)CN(CC1=CC(=NC=C1)C)[C@@H]1CN(CCC1)C=1C=NC(=CC1)C)=O)F